N-(4-fluoro-3-methylphenyl)-3-(hydroxymethyl)-6,7-dimethyl-5-oxo-3,4,5,7-tetrahydro-2H-pyrrolo[3,4-f][1,4]oxazepine-8-carboxamide FC1=C(C=C(C=C1)NC(=O)C=1N(C(=C2C(NC(COC21)CO)=O)C)C)C